C(=C)C=1C=CC=2N(C1)C=C(N2)CN2C(C1=CN=CC(=C1C=C2)N2CC1(C2)COCCC1)=O 2-({6-ethenylimidazo[1,2-a]pyridin-2-yl}methyl)-5-{6-oxa-2-azaspiro[3.5]nonan-2-yl}-1,2-dihydro-2,7-naphthyridin-1-one